C(\C=C\C1=CC(OC)=C(O)C(OC)=C1)(=O)NCCC1=CC=C(C=C1)O Sinapoyl-tyramine